[2-(2,3-Dihydro-benzo[1,4]dioxin-6-yl)-imidazo[1,2-a]pyridin-7-yl]-dimethyl-amine O1CCOC2=C1C=CC(=C2)C=2N=C1N(C=CC(=C1)N(C)C)C2